OCN1C(N(CC1=O)C1=NC=C(C=N1)OCC1=C(C=CC=C1C(F)(F)F)C)=O 3-(hydroxymethyl)-1-(5-{[2-methyl-6-(trifluoromethyl)phenyl]methoxy}pyrimidin-2-yl)imidazolidine-2,4-dione